FC1=CC=C(C=C1)NC(=O)C1=NC(=NC=C1)N1C=NC=C1 N-(4-fluorophenyl)-2-(1H-imidazol-1-yl)pyrimidine-4-carboxamide